2-hydrazineyl-4-methyl-5-(pyrrolidin-1-ylsulfonyl)pyridine N(N)C1=NC=C(C(=C1)C)S(=O)(=O)N1CCCC1